copper-gold salt [Au].[Cu]